C(C)(C)(C)NC1=C2C(=NC(=N1)N)N(N=C2)C2CC2 N4-tert-butyl-1-cyclopropyl-pyrazolo[3,4-d]Pyrimidine-4,6-diamine